C(C=CCCCCCCCCCCCCCCC)(O)(O)O (8e)-octadecenetriol